[4-(methylamino)cyclohexyl]-(4-methyloxazol-5-yl)methanone CNC1CCC(CC1)C(=O)C1=C(N=CO1)C